2-Amino-6-[5-[[[(1S)-1-(4-fluorophenyl)ethyl]amino]carbonyl]-3-thienyl]-N-(1-methylethyl)[1,2,4]triazolo[1,5-a]pyridine-8-carboxamide NC1=NN2C(C(=CC(=C2)C2=CSC(=C2)C(=O)N[C@@H](C)C2=CC=C(C=C2)F)C(=O)NC(C)C)=N1